BrC=1C=NC(=NC1)C1=CC(=C(C(=C1)OC)S(=O)(=O)N(CC1=CC=C(C=C1)OC)C1=NOC2=C1C=C(C(=C2)N(C2OCCCC2)C2=CC(=NN2)C2CC2)OC)OC 4-(5-bromopyrimidin-2-yl)-N-{6-[(3-cyclopropyl-1H-pyrazol-5-yl)(oxan-2-yl)amino]-5-methoxy-1,2-benzoxazol-3-yl}-2,6-dimethoxy-N-[(4-methoxyphenyl)methyl]benzene-1-sulfonamide